4-aminophenyl-β-D-glucopyranose NC1=CC=C(C=C1)[C@]1(O)[C@H](O)[C@@H](O)[C@H](O)[C@H](O1)CO